S1C=2N(C=C1)C=C(N2)C(=O)O imidazo[2,1-b]thiazole-6-formic acid